5,5-difluoro-1-(3-methyl-6-((4-(trifluoromethoxy)pyridin-2-yl)amino)pyridine-2-carbonyl)piperidine-2-carboxylic acid methyl ester COC(=O)C1N(CC(CC1)(F)F)C(=O)C1=NC(=CC=C1C)NC1=NC=CC(=C1)OC(F)(F)F